3,3-diethylprop-1-yne C(C)C(C#C)CC